methyl 8-(1-(tert-butoxycarbonyl) piperidin-4-yl)-2-(4-phenoxyphenyl)-5,6,7,8-tetrahydroimidazo[1,2-b]pyridazine-3-carboxylate C(C)(C)(C)OC(=O)N1CCC(CC1)C1C=2N(NCC1)C(=C(N2)C2=CC=C(C=C2)OC2=CC=CC=C2)C(=O)OC